(azetidin-1-yl)-N-(5-(4-(5-cyanopyridin-2-yl)piperidine-1-carbonyl)-2-methylphenyl)pyrimidine-5-carboxamide N1(CCC1)C1=NC=C(C=N1)C(=O)NC1=C(C=CC(=C1)C(=O)N1CCC(CC1)C1=NC=C(C=C1)C#N)C